7-cyano-10-(4-methoxybenzoyl)-6,8,9-trifluoro-1,2,3,4-tetrahydropyrimidino[1,2-a]indole C(#N)C=1C(=C(C=2C(=C3N(C2C1F)CCCN3)C(C3=CC=C(C=C3)OC)=O)F)F